(1R,3S,5R)-2-(2-(3-acetyl-5-(2-methylpyrimidin-5-yl)-1H-indazol-1-yl)acetyl)-N-((2,2-dichlorocyclopropyl)methyl)-5-methyl-2-azabicyclo[3.1.0]hexane-3-carboxamide C(C)(=O)C1=NN(C2=CC=C(C=C12)C=1C=NC(=NC1)C)CC(=O)N1[C@@H]2C[C@@]2(C[C@H]1C(=O)NCC1C(C1)(Cl)Cl)C